methyl 1,2-diazinane-3-carboxylate N1NC(CCC1)C(=O)OC